CCOC(=O)C1=CC=C(C=C1)C(C)(C)C The molecule is a benzoate ester obtained by the formal condensation of 4-tert-butylbenzoic acid with ethanol. It has a role as a metabolite.